C12(CC3CC(CC(C1)C3)C2)NCCCCNC=2C=CC3=C(C(=CO3)C3C(NC(CC3)=O)=O)C2 3-(5-((4-((adamantan-1-yl)amino)butyl)amino)benzofuran-3-yl)piperidine-2,6-dione